1-(isocyanomethyl)-4-methoxybenzene [N+](#[C-])CC1=CC=C(C=C1)OC